CN(C(C1=C(C=CC=C1)CCC)=O)C=1SC(=CN1)[N+](=O)[O-] N-Methyl-N-(5-nitrothiazol-2-yl)-2-propylbenzamide